N1C=NC(=C1)C=1C=C(SC1)[C@@H](C)N[S@](=O)C(C)(C)C (R)-N-((R)-1-(4-(1H-imidazol-4-yl)thiophen-2-yl)ethyl)-2-methylpropane-2-sulfinamide